3-(3-(7-(2-amino-6-fluorophenyl)-6-fluoro-2,4-dioxo-3,4-dihydropyrido[2,3-d]pyrimidin-1(2H)-yl)-2-isopropyl-pyridin-4-ylthio)propanoic acid NC1=C(C(=CC=C1)F)C=1C(=CC2=C(N(C(NC2=O)=O)C=2C(=NC=CC2SCCC(=O)O)C(C)C)N1)F